ClC1=C(CN(C(O)=O)C=2C=CC=C3CCC(OC23)C(NOC2OCCCC2)=O)C=CC=C1.BrC1=CC=C(C=C1)OCCCCCCCCC(C)CC 1-bromo-4-((2-butyl)octoxy)benzene 2-chlorobenzyl-(2-(((tetrahydro-2H-pyran-2-yl)oxy)carbamoyl)chroman-8-yl)carbamate